methyl m-(1-{[2-allyl-4-(trifluoromethyl)phenoxy]methyl}ethenyl)benzoate C(C=C)C1=C(OCC(=C)C=2C=C(C(=O)OC)C=CC2)C=CC(=C1)C(F)(F)F